C(C)OC(CCCCCCN1C(/C(/CC1=O)=C/C1=C(C=CC=C1)O)=O)=O (E)-7-(3-(2-hydroxybenzylidene)-2,5-dioxopyrrolidinyl)heptanoic acid ethyl ester